4-[N-(2,2-difluoroethyl)-2-fluoro-3-(3-hydroxy-3-methyl-but-1-ynyl)anilino]-5-fluoro-1H-quinazolin-2-one FC(CN(C1=C(C(=CC=C1)C#CC(C)(C)O)F)C1=NC(NC2=CC=CC(=C12)F)=O)F